Isobutyl α-hydroxyisobutyrate OC(C(=O)OCC(C)C)(C)C